tetrahydrofuran-2,3-diyldiacetate O1C(C(CC1)CC(=O)[O-])CC(=O)[O-]